C(C)(C)(C)OC(N(C)C1=CC(=NC=C1)CO)=O.N1(CCCC1)CC(C)C=1C=C(C=CC)C=CC1 3-(2-pyrrolidino-1-methyl-ethyl)-methyl-styrene tert-butyl-(2-(hydroxymethyl)pyridin-4-yl)(methyl)carbamate